(+)-4-{3-methoxy-4-[3-methyl-5-(trifluoromethyl)phenoxy]phenyl}-2H,4H,5H,6H,7H-pyrazolo[3,4-b]pyridin-6-one COC=1C=C(C=CC1OC1=CC(=CC(=C1)C(F)(F)F)C)C1C=2C(NC(C1)=O)=NNC2